CC1=CC=C(C2=C1CCS2(=O)=O)NC(C)=O N-(4-methyl-1,1-dioxo-2,3-dihydro-1λ6-benzothiophen-7-yl)acetamide